O=C1N(CCC(N1)=O)C=1C=C(CN2CCC(CC2)C2=NC(=C(C(=O)N)C=C2)C2=CC=C(C=C2)OC2=CC=CC=C2)C=CC1 6-(1-(3-(2,4-dioxotetrahydropyrimidin-1(2H)-yl)benzyl)piperidin-4-yl)-2-(4-phenoxyphenyl)nicotinamide